4-(3-iodophenyl)tetrahydropyran-2,6-dione IC=1C=C(C=CC1)C1CC(OC(C1)=O)=O